C1(CCCC1)N1C(N(C=2C1=C1C(=NC2)NC(=C1C=1C=C2C=NN(C2=CC1)C)CCO)C)=O 1-Cyclopentyl-7-(2-hydroxyethyl)-3-methyl-8-(1-methyl-1H-indazol-5-yl)-3,6-dihydroimidazo[4,5-d]pyrrolo[2,3-b]pyridin-2(1H)-one